3-chloro-5-(1-methyl-1H-pyrazol-4-yl)-4H-benzo[e][1,2,4]thiadiazine 1,1-dioxide ClC1=NS(C2=C(N1)C(=CC=C2)C=2C=NN(C2)C)(=O)=O